3-(tert-Butyl)amino-2-methylpropan C(C)(C)(C)NCC(C)C